ClC1=NC(=C(C2=C1C(N1[C@@H](CO2)CN(CC1)C(=O)OC(C)(C)C)=O)Cl)C1=C(C=CC=C1OC)F tert-butyl (6aR)-1,4-dichloro-3-(2-fluoro-6-methoxyphenyl)-12-oxo-6a,7,9,10-tetrahydro-12H-pyrazino[2,1-c]pyrido[3,4-f][1,4]oxazepine-8(6H)-carboxylate